ClC=1N=C(C2=C(N1)C(=CC=N2)C)C chloro-4,8-dimethylpyrido[3,2-d]pyrimidine